[C@@H]12CNC[C@H]2C1OC1=NC(=CC(=C1)C(C(=O)OC)(C)C)C1=CC=C(C=C1)F methyl 2-(2-(((1R,5S,6s)-3-azabicyclo[3.1.0]hexan-6-yl)oxy)-6-(4-fluorophenyl)pyridin-4-yl)-2-methylpropanoate